1,5-dimethyl-2-pentyl-3-(2-carboxyethyl)-indole-6-carboxylic acid disodium [Na].[Na].CN1C(=C(C2=CC(=C(C=C12)C(=O)O)C)CCC(=O)O)CCCCC